9-hydroxy-12-phenyl-4-thia-2,12-diazatricyclo[7.3.0.03,7]dodeca-1,3(7),5-triene-8-one OC12C(C=3C=CSC3N=C2N(CC1)C1=CC=CC=C1)=O